F\C=C(\CNC(OC(C)(C)C)=O)/COC1=CC2=C(N=C(O2)NCC(=O)NC)C=C1 tert-butyl (Z)-(3-fluoro-2-(((2-((2-(methylamino)-2-oxoethyl)amino)-benzo[d]oxazol-6-yl)oxy)methyl)-allyl)carbamate